tert-Butyl 4-(benzylsulfanyl)piperidine-1-carboxylate C(C1=CC=CC=C1)SC1CCN(CC1)C(=O)OC(C)(C)C